2-Chloro-5-(6-methoxypyridazin-3-yl)pyridin-4-amine ClC1=NC=C(C(=C1)N)C=1N=NC(=CC1)OC